tert-butyl (S)-4-(2-amino-2-phenylacetylamino)-2-methoxybenzoate N[C@H](C(=O)NC1=CC(=C(C(=O)OC(C)(C)C)C=C1)OC)C1=CC=CC=C1